(E)- and (Z)-3-(3-cyclopropyl-1-phenylprop-1-enyl)aniline C1(CC1)CC=C(C1=CC=CC=C1)C=1C=C(N)C=CC1